2,4-bis[3-(dibenzothiophen-4-yl)phenyl]pyrimidine C1=CC=C(C=2SC3=C(C21)C=CC=C3)C=3C=C(C=CC3)C3=NC=CC(=N3)C3=CC(=CC=C3)C3=CC=CC2=C3SC3=C2C=CC=C3